(Z)-2-(5-bromo-1H-indol-3-yl)-3-(4-(furan-3-yl)pyridin-3-yl)acrylonitrile BrC=1C=C2C(=CNC2=CC1)/C(/C#N)=C/C=1C=NC=CC1C1=COC=C1